FC1(CC2(C1)CC(N(CC2)CC2=C1C=CNC1=C(C=C2OC)C)C2=CC=C(C(=O)N(C)C)C=C2)F 4-(2,2-difluoro-7-((5-methoxy-7-methyl-1H-indol-4-yl)methyl)-7-azaspiro[3.5]nonan-6-yl)-N,N-dimethylbenzamide